CC(CNCC1=C(C=CC=2N1C=NC2)C2=CC=CC=C2)C 2-methyl-N-((6-phenylimidazo[1,5-a]pyridin-5-yl)methyl)propan-1-amine